1-(4-fluorophenyl)-2-oxo-2,5-dihydro-1H-pyrrole-3-carboxamide FC1=CC=C(C=C1)N1C(C(=CC1)C(=O)N)=O